C1=CC(=CC=2OC3=C(C21)C=CC=C3)C3=C(C=CC2=CC=CC=C32)C3=CC=C(C=C3)N(C3=CC=CC=C3)C3=CC=C(C=C3)C3=CC2=CC=CC=C2C=C3 [4-{1-(dibenzofuran-3-yl)naphthalen-2-yl}phenyl]-{4-(naphthalen-2-yl)phenyl}-phenylamine